tert-butyl N-{1-[6-chloro-5-(2,3-dichlorobenzoyl)pyrazin-2-yl]-4-methylpiperidin-4-yl}carbamate ClC1=C(N=CC(=N1)N1CCC(CC1)(C)NC(OC(C)(C)C)=O)C(C1=C(C(=CC=C1)Cl)Cl)=O